tert-butyl 2-(N,N-di(2-(2,5-dicarbonyl-2,5-dihydro-1H-pyrrol-1-yl)ethyl)sulfamoyl)acetate C(=O)=C1N(C(C=C1)=C=O)CCN(S(=O)(=O)CC(=O)OC(C)(C)C)CCN1C(C=CC1=C=O)=C=O